pentenesulfonic acid C(=CCCC)S(=O)(=O)O